C(C=C)C=1C=C(C=CC1O)C1=C(C=2CC3=CC=CC=C3C2C=C1)C1=CC(=C(C=C1)O)CC=C Bis(3-(2-propenyl)-4-hydroxyphenyl)fluorene